(S)-6-(2-hydroxy-2-methylpropoxy)-4-(6-(3-(pyrazin-2-yloxy)pyrrolidin-1-yl)pyridin-3-yl)pyrazolo[1,5-a]pyridine-3-carbonitrile OC(COC=1C=C(C=2N(C1)N=CC2C#N)C=2C=NC(=CC2)N2C[C@H](CC2)OC2=NC=CN=C2)(C)C